7-cyclopropyl-2-methyl-2H-indazole-3-amine C1(CC1)C1=CC=CC2=C(N(N=C12)C)N